NC1=CC(=C(C=C1OC)N1CCC(CC1)N(CCN(C(OC(C)(C)C)=O)C)C)CC tert-Butyl N-[2-[[1-(4-amino-2-ethyl-5-methoxy-phenyl)-4-piperidyl]-methyl-amino]ethyl]-N-methylcarbamate